6-Chloro-N-(2-oxo-2,3-dihydro-1H-benzo[d]imidazol-5-yl)indoline-1-carboxamide ClC1=CC=C2CCN(C2=C1)C(=O)NC1=CC2=C(NC(N2)=O)C=C1